4-{3-[(6-chloropyrimidin-4-yl)carbamoyl]cyclobutyl}-2,6-dimethylpiperazine-1-carboxylic acid tert-butyl ester C(C)(C)(C)OC(=O)N1C(CN(CC1C)C1CC(C1)C(NC1=NC=NC(=C1)Cl)=O)C